hexyl α-triethoxysilylpropionate C(C)O[Si](C(C(=O)OCCCCCC)C)(OCC)OCC